3-fluoro-5-(5-(hydroxymethyl)-1-methyl-1H-pyrazol-4-yl)benzoic acid FC=1C=C(C(=O)O)C=C(C1)C=1C=NN(C1CO)C